ClC1=C(C(=O)N2COC3=C(C2)C=CC=C3C3=CC(=C(C(=O)O)C=C3F)N3C2COCC3CC2)C(=CC(=C1)N1CC(C1)(COC)OC)Cl 4-[3-[2,6-Dichloro-4-[3-methoxy-3-(methoxymethyl)azetidin-1-yl]benzoyl]-2,4-dihydro-1,3-benzoxazin-8-yl]-5-fluoro-2-(3-oxa-8-azabicyclo[3.2.1]oct-8-yl)benzoic acid